P.CCCCCCCCCCCCCCC.C1(CC1)C(=O)N1CCN(CC1)C(=O)C1=C(C=CC(=C1)CO)F (4-(Cyclopropanecarbonyl)piperazine-1-yl)(2-fluoro-5-(hydroxymethyl)phenyl)methanone pentadecan-phosphine salt